2,4-Difluoronitrobenzene C1=CC(=C(C=C1F)F)[N+](=O)[O-]